FC=1C=C(C=CC1F)N1C(=C(C2=C1C=C1C=NNC1=C2F)C2=CC=C(C(=O)O)C=C2)[C@](COC)(CC)O (S)-4-(5-(3,4-difluorophenyl)-8-fluoro-6-(2-hydroxy-1-methoxy-butan-2-yl)-1,5-dihydropyrrolo[2,3-f]indazol-7-yl)benzoic acid